C1=CC=CC2=CCCC=C12 7H-naphthalene